FCC(CO)O 3-fluoro-1,2-propylene glycol